CC=1C=C(OC2=C(C(=O)N)C=CC=C2)C=CC1O 2-(3-methyl-4-hydroxyphenoxy)benzamide